dithienyl-uracil S1C(=CC=C1)C1=C(C(NC(N1)=O)=O)C=1SC=CC1